7-chloro-1-(3-cyclopropyl-1,2,4-thiadiazol-5-yl)-6-fluoro-4-oxo-1,4-dihydro-1,8-naphthyridine-3-carboxylic acid ethyl ester C(C)OC(=O)C1=CN(C2=NC(=C(C=C2C1=O)F)Cl)C1=NC(=NS1)C1CC1